1-(2-fluoro-3-(trifluoromethyl)benzyl)-4-(3-(2-methylpyridin-4-yl)-1H-indazol-5-yl)pyridin-2(1H)-one FC1=C(CN2C(C=C(C=C2)C=2C=C3C(=NNC3=CC2)C2=CC(=NC=C2)C)=O)C=CC=C1C(F)(F)F